benzofuranyl-indolyl-maleimide O1C(=CC2=C1C=CC=C2)C2=C(C(=O)NC2=O)C=2NC1=CC=CC=C1C2